ethyl 3-cyclopropyl-1-((2-(trimethylsilyl)ethoxy)methyl)-1H-pyrazole-4-carboxylate C1(CC1)C1=NN(C=C1C(=O)OCC)COCC[Si](C)(C)C